3-methyl-1-oxopent-2-yl-carbamic acid methyl ester COC(NC(C=O)C(CC)C)=O